CC=1N=C(C2=C(N1)OC=C2C(=O)NCC=2N=C(SC2)N2CCOCC2)NC2(CC2)C methyl-4-[(1-methylcyclopropyl)amino]-N-{[2-(morpholin-4-yl)-1,3-thiazol-4-yl]methyl}furo[2,3-d]pyrimidine-5-carboxamide